2-(2-(1-(Cyclopropylsulfonyl)-1H-pyrazol-4-yl)pyrimidin-4-yl)-N4-((1s,4s)-4-((2-fluoroethyl)amino)cyclohexyl)-5-(1-methyl-1H-pyrazol-3-yl)pyridine-2,4-diamine C1(CC1)S(=O)(=O)N1N=CC(=C1)C1=NC=CC(=N1)C1(NC=C(C(=C1)NC1CCC(CC1)NCCF)C1=NN(C=C1)C)N